[5-Methyl-3-(thietan-3-yl)imidazole-4-yl]methanol CC1=C(N(C=N1)C1CSC1)CO